4-chloro-3-(4-methyl-3-nitrophenyl)-2-(trimethylsilyl)-1H-pyrrolo[2,3-b]pyridine ClC1=C2C(=NC=C1)NC(=C2C2=CC(=C(C=C2)C)[N+](=O)[O-])[Si](C)(C)C